C(C)(C)(C)C=1C=C(C2=C(C(C(O2)=O)C2=CC=CC=C2)C1)C(C)(C)C 5,7-di-t-butyl-3-phenyl-3H-benzofuran-2-one